tert-butyl 3-((3-(2-(((3-chloro-2,4-difluorophenyl)(methyl-d3)carbamoyl)oxy)-3,5-bis(trifluoromethyl)phenyl)-2-oxoimidazolidin-1-yl)methyl)-3-(sulfamoyloxy)azetidine-1-carboxylate ClC=1C(=C(C=CC1F)N(C(=O)OC1=C(C=C(C=C1C(F)(F)F)C(F)(F)F)N1C(N(CC1)CC1(CN(C1)C(=O)OC(C)(C)C)OS(N)(=O)=O)=O)C([2H])([2H])[2H])F